[O-][N+]1=CC(=CC=C1)CC(F)(F)F 1-oxido-3-(2,2,2-trifluoroethyl)pyridin-1-ium